CN(CCCN(CCCC[Si](OCC\C=C/CCC)(OCC\C=C/CCC)OCC\C=C/CCC)C)CCCC[Si](OCC\C=C/CCC)(OCC\C=C/CCC)OCC\C=C/CCC N1,N3-Dimethyl-N1,N3-bis(4-(tris(((Z)-hept-3-en-1-yl)oxy)silyl)butyl)propan-1,3-diamin